Pyrimido[5',4':4,5]Pyrrolo[1,2-c][1,3]Oxazine-6-carboxylic acid ethyl ester C(C)OC(=O)C=1C=2N(COC1)C1=C(C2)C=NC=N1